COC1=C(C=C2C(=NC=NC2=C1)NC=1C=C(C=CC1OC)C1=CC=CC=C1)OC1CN(C1)C(C=C)=O 1-(3-((7-methoxy-4-((4-methoxy-[1,1'-biphenyl]-3-yl)amino)quinazolin-6-yl)oxy)azetidine-1-yl)prop-2-en-1-one